Rac-ethyl 2-((1R,3R)-3-((2S,3S)-2-azido-N-(hex-5-yn-1-yl)-3-methylpentanamido)-1-(3-hydroxypropoxy)-4-methylpentyl)thiazole-4-carboxylate N(=[N+]=[N-])[C@H](C(=O)N(CCCCC#C)[C@H](C[C@@H](OCCCO)C=1SC=C(N1)C(=O)OCC)C(C)C)[C@H](CC)C |r|